C(#N)O Cyanoalcohol